BrC1=C(C=NC=C1)OC[C@H]1N(CC1)C(=O)OC(C)(C)C tert-butyl (S)-2-(((4-bromopyridin-3-yl)oxy)methyl)azetidine-1-carboxylate